4-((2-nitro-1H-imidazol-1-yl)methyl)piperidine trifluoroacetate FC(C(=O)O)(F)F.[N+](=O)([O-])C=1N(C=CN1)CC1CCNCC1